C12(CC3CC(CC(C1)C3)C2)C2=CC=C(C=C2)C2=CC(=CC(=C2)C(COC)[N+](=O)[O-])C(COC)N 1-(4'-((3r,5r,7r)-adamantan-1-yl)-5-(2-methoxy-1-nitroethyl)-[1,1-biphenyl]-3-yl)-2-methoxyethan-1-amine